COC(=O)C1=CC2=C(S1)C=C(C(=C2)Cl)OC 5-chloro-6-methoxybenzo[b]Thiophene-2-carboxylic acid methyl ester